N-(6-bromo-2-fluoro-4-methyl-3-pyridyl)-3,3-dimethyl-butanamide BrC1=CC(=C(C(=N1)F)NC(CC(C)(C)C)=O)C